C(OC=1C2=C(N=C(N1)N[C@@H]1CC[C@@H](CC1)OC)NC=C2C=2C=CC1=C(N(N=N1)C)C2)([2H])([2H])[2H] 4-(Methoxy-d3)-N-(cis-4-methoxycyclohexyl)-5-(1-methyl-1H-benzo[d][1,2,3]triazol-6-yl)-7H-pyrrolo[2,3-d]pyrimidin-2-amine